(R)-3-(1-acryloylpyrrolidin-3-yl)-7-amino-1-(4-(3,5-difluorophenoxy)phenyl)-1,5-dihydro-4H-pyrrolo[2,3-d]pyridazin-4-one C(C=C)(=O)N1C[C@H](CC1)C1=CN(C=2C(=NNC(C21)=O)N)C2=CC=C(C=C2)OC2=CC(=CC(=C2)F)F